OC(CCCCC(=O)[O-])CCCl 6-hydroxyl-8-chlorooctanoate